2-amino-5-(4-phenoxyphenyl)pyrimidin NC1=NC=C(C=N1)C1=CC=C(C=C1)OC1=CC=CC=C1